N-methyl-1-(trifluoromethyl)-4,5,6,7-tetrahydro-2-benzothiophen-5-amine hydrochloride Cl.CNC1CC=2C(=C(SC2)C(F)(F)F)CC1